BrC1=CC(=C(C=C1)C1=CC=C(C=C1)O)CC 4-(4-bromo-2-ethylphenyl)phenol